C1(=CC=CC=C1)C=1N=C(SC1)N phenyl-thiazoleamine